2'-(3-chloro-1H-pyrrolo[2,3-b]pyridin-5-yl)-6',7'-dihydrospiro[azetidine-3,4'-pyrazolo[5,1-c][1,4]oxazine] ClC1=CNC2=NC=C(C=C21)C2=NN1C(C3(OCC1)CNC3)=C2